2-n-octylthio-4,6-bis(4-hydroxy-3,5-di-t-butylphenoxy)-1,3,5-triazine C(CCCCCCC)SC1=NC(=NC(=N1)OC1=CC(=C(C(=C1)C(C)(C)C)O)C(C)(C)C)OC1=CC(=C(C(=C1)C(C)(C)C)O)C(C)(C)C